CN1C(N(C2=C1C=NC(=C2)NC=2C=C1N=CC=NC1=CC2C)N2CCOCC2)=O 3-methyl-6-((7-methylquinoxalin-6-yl)amino)-1-morpholino-1,3-dihydro-2H-imidazo[4,5-c]pyridin-2-one